lauroyl-glycine triethanolamine salt N(CCO)(CCO)CCO.C(CCCCCCCCCCC)(=O)NCC(=O)O